NCC1CN(CC1)C(=O)C=1C(=NC(=CC1C)C(F)(F)F)C1=C2C(=NC=C1)C=C(S2)CN2C(C1C(C1C2=O)(C)C)=O 3-((7-(3-(3-(aminomethyl)pyrrolidine-1-carbonyl)-4-methyl-6-(trifluoromethyl)pyridin-2-yl)thieno[3,2-b]pyridin-2-yl)methyl)-6,6-dimethyl-3-azabicyclo[3.1.0]hexane-2,4-dione